N2,N7-bis(2-(2-(2-(2-azidoethoxy)ethoxy)ethoxy)ethyl)-9-(hydroxymethyl)-9H-fluorene-2,7-dicarboxamide N(=[N+]=[N-])CCOCCOCCOCCNC(=O)C1=CC=2C(C3=CC(=CC=C3C2C=C1)C(=O)NCCOCCOCCOCCN=[N+]=[N-])CO